1-methyl-5-(4-methylbenzoyl)-1H-pyrrole-2-acetic acid CN1C(=CC=C1C(C1=CC=C(C=C1)C)=O)CC(=O)O